C(C)(C)OC1=CC=2N(C=C1)C(=CN2)C2=CN=CC(=N2)N[C@H]2CNCCC2 6-(7-isopropoxyimidazo[1,2-a]pyridin-3-yl)-N-[(3R)-3-piperidyl]pyrazin-2-amine